N1N2C(C=C1C(=O)N)=CC=C2 Pyrrolo[1,2-b]Pyrazole-2-carboxamide